CN1N=C(C2=CC=CC=C12)N1C(C2=CC=CC=C2C1=O)=O 2-(1-Methyl-1H-indazol-3-yl)isoindoline-1,3-dione